6-((3S,4R)-3-fluorotetrahydro-2H-pyran-4-yl)-2-methyl-2,6-dihydropyrido[3,4-d]Pyridazine-1,7-dione F[C@@H]1COCC[C@H]1N1C=C2C=NN(C(C2=CC1=O)=O)C